ClC1=CC=C2C(=C(C(N(C2=C1)C1=CC=CC=C1)=O)NC(COC(C(C)(C)C)(C1=CC=CC=C1)C1=CC=CC=C1)=O)NC N-(7-chloro-4-(methylamino)-2-oxo-1-phenyl-1,2-dihydro-quinolin-3-yl)-2-(2,2-dimethyl-1,1-diphenylpropoxy)acetamide